3-(6-(((Tert-butyldiphenylsilyl)oxy)methyl)quinolin-2-yl)cyclopentane-1-carboxylic acid methyl ester COC(=O)C1CC(CC1)C1=NC2=CC=C(C=C2C=C1)CO[Si](C1=CC=CC=C1)(C1=CC=CC=C1)C(C)(C)C